(R)-1-((S)-7-(2-amino-3-cyano-7-fluorobenzo[b]thiophen-4-yl)-6-chloro-8-fluoro-2-(((2R,7aS)-2-fluorotetrahydro-1H-pyrrolizin-7a(5H)-yl)methoxy)quinazolin-4-yl)azepane-4-carboxylic acid NC1=C(C2=C(S1)C(=CC=C2C2=C(C=C1C(=NC(=NC1=C2F)OC[C@]21CCCN1C[C@@H](C2)F)N2CC[C@@H](CCC2)C(=O)O)Cl)F)C#N